N(=[N+]=[N-])[C@H]1[C@H](CC[C@@H](C1)C(N(C)C)=O)NC(OCC1=CC=CC=C1)=O benzyl ((1S,2R,4S)-2-azido-4-(dimethylcarbamoyl)cyclohexyl)carbamate